N1=C(C=C(C=C1)CO)C1=NC=CC(=C1)CO bipyridine-4,4'-dimethanol